FC(OC1=CC(=NN1)NC1=NC(=CN=C1)O[C@H]1CCN(CC12CC2)C)F (S)-N-(5-(difluoromethoxy)-1H-pyrazol-3-yl)-6-((5-methyl-5-azaspiro[2.5]octan-8-yl)oxy)pyrazin-2-amine